1-propene-1,3-sultone C1=CCOS1(=O)=O